OCC(=O)N Hydroxylacetamide